C(C1=CC=CC=C1)OC1=CC=C(C=C1)OC1CC1 (benzyloxy)-4-cyclopropyloxybenzene